4-[1-(benzenesulfonyl)-6-(3,5-dimethylisoxazol-4-yl)pyrrolo[2,3-b]pyridin-3-yl]-N-[(1S,2R)-2-(3-methoxyazetidin-1-yl)cyclopentyl]-5-(trifluoromethyl)pyrimidin-2-amine C1(=CC=CC=C1)S(=O)(=O)N1C=C(C=2C1=NC(=CC2)C=2C(=NOC2C)C)C2=NC(=NC=C2C(F)(F)F)N[C@@H]2[C@@H](CCC2)N2CC(C2)OC